FC(C=1C=C(C=C(C1)C(F)(F)F)C1(NC=C(C(=N1)NC1=CC=C2CCNCC2=C1)C=1C=NN(C1)C)N)(F)F 2-(3,5-bis(trifluoromethyl)phenyl)-5-(1-methyl-1H-pyrazol-4-yl)-N4-(1,2,3,4-tetrahydroisoquinolin-7-yl)pyrimidine-2,4-diamine